Cl.S1C(=CC=C1)/C=C/C1=NN(C=C1)C(=O)OC1CCNCC1 piperidin-4-yl (E)-3-(2-(thiophen-2-yl)vinyl)-1H-pyrazole-1-carboxylate hydrogen chloride